O=C1N(CC2=C1NC=1N(C2=O)N=C(C1)C(=O)OCC)C(C)C ethyl 5,8-dioxo-6-(propan-2-yl)-5,6,7,8-tetrahydro-4H-pyrazolo[1,5-a]pyrrolo[3,4-d]pyrimidine-2-carboxylate